C(CC(=C)C)C1=C(C=C(C=2C(C(=C(OC12)C1=CC=C(O)C=C1)O)=O)O)O 8-isopentenyl-kaempferol